FC(S(=O)(=O)NC1=C(C=C(C=C1)C1=NNC(=C1C(=O)N)NC1=NN(C(=C1)OC)C)O[C@@H](C)C1=CC=C(C=C1)F)F (S)-3-(4-((difluoromethyl)sulfonamido)-3-(1-(4-fluorophenyl)ethoxy)phenyl)-5-((5-methoxy-1-methyl-1H-pyrazol-3-yl)amino)-1H-pyrazole-4-carboxamide